N-(5-(2-(((1S,4S)-4-(dimethylamino)-3-fluorocyclohexyl)amino)-8-isopropyl-quinazolin-6-yl)pyridin-2-yl)-2-phenylacetamide CN([C@@H]1C(C[C@H](CC1)NC1=NC2=C(C=C(C=C2C=N1)C=1C=CC(=NC1)NC(CC1=CC=CC=C1)=O)C(C)C)F)C